B(O)(O)CCCC[C@](N)(CC1=CNC=N1)C(=O)O alpha-(4-boronobutyl)histidine